C(#N)C1=C(C2=C(N=CS2)C=C1)C1=CC=C(C=C1)N1CCN(CC1)C(=O)NC=1N=C(SC1)C#C 4-(4-(6-cyanobenzo[d]thiazol-7-yl)phenyl)-N-(2-ethynyl-thiazol-4-yl)piperazine-1-carboxamide